(2R,5S)-2-(1-(4-bromophenyl)-3-(5-chloropyridin-2-yl)-1H-pyrazole-4-yl)-5-methyl-3-(2-(2-oxoindolin-5-yl)ethyl)oxazolidin-4-one BrC1=CC=C(C=C1)N1N=C(C(=C1)[C@H]1O[C@H](C(N1CCC=1C=C2CC(NC2=CC1)=O)=O)C)C1=NC=C(C=C1)Cl